[Si](C1=CC=CC=C1)(C1=CC=CC=C1)(C(C)(C)C)OC[C@H]1N(C(CC1)C#C)C(=O)OCCCC butyl (2S)-2-(((tert-butyldiphenylsilyl)oxy)methyl)-5-ethynylpyrrolidine-1-carboxylate